FC(C1=CC=C(C=C1)C=C)(F)F 1-trifluoromethyl-4-vinylbenzene